2-(2-(7'-chloro-2'-oxospiro[cyclopropane-1,3'-indolin]-5'-yl)-5-methylpiperidin-1-yl)-2-oxoacetic acid ClC=1C=C(C=C2C3(C(NC12)=O)CC3)C3N(CC(CC3)C)C(C(=O)O)=O